tert-butyl 5-(4,4,5,5-tetramethyl-1,3,2-dioxaborolan-2-yl)-3,4-dihydro-2H-pyridine-1-carboxylate CC1(OB(OC1(C)C)C=1CCCN(C1)C(=O)OC(C)(C)C)C